ClC1=CC=C(N=N1)N[C@@H]1CCC(NC1)=O (R)-5-((6-Chloropyridazin-3-yl)amino)piperidin-2-one